(R)-3-((4-hydroxy-1-(3-phenylbutanoyl)piperidin-4-yl)methyl)-6-(((tetrahydro-2H-pyran-4-yl)methyl)amino)pyrimidin-4(3H)-one OC1(CCN(CC1)C(C[C@@H](C)C1=CC=CC=C1)=O)CN1C=NC(=CC1=O)NCC1CCOCC1